(3S)-3-amino-N-cyclohexyl-2-oxohexanamide N[C@H](C(C(=O)NC1CCCCC1)=O)CCC